[6,7-dichloro-5-(2,6-difluorophenyl)-3-methyl-2-oxo-3H-1-benzazepin-1-yl]urea ClC1=C(C=CC2=C1C(=CC(C(N2NC(=O)N)=O)C)C2=C(C=CC=C2F)F)Cl